3-(3-((3-((3-(2-carboxy-2-(pyrrolidin-3-yl)ethyl)benzyl)(2-(3-(2-carboxy-2-(pyrrolidin-3-yl)ethyl)phenoxy)ethyl)amino)oxetan-3-yl)methyl)phenyl)-2-(pyrrolidin-3-yl)propanoic acid C(=O)(O)C(CC=1C=C(CN(C2(COC2)CC=2C=C(C=CC2)CC(C(=O)O)C2CNCC2)CCOC2=CC(=CC=C2)CC(C2CNCC2)C(=O)O)C=CC1)C1CNCC1